tert-butyl (3S)-3-((6-bromo-1-(tetrahydro-2H-pyran-2-yl)-1H-indazol-4-yl)oxy)pyrrolidine-1-carboxylate BrC1=CC(=C2C=NN(C2=C1)C1OCCCC1)O[C@@H]1CN(CC1)C(=O)OC(C)(C)C